(1-isobutyl-1H-pyrazol-4-yl)-N4-(1,2,3,4-tetrahydroisoquinolin-7-yl)-N2-(m-tolyl)pyrimidine-2,4-diamine C(C(C)C)N1N=CC(=C1)C=1C(=NC(=NC1)NC=1C=C(C=CC1)C)NC1=CC=C2CCNCC2=C1